2-[5-(cyclopropylmethyl)-4-[(3-fluoro-4-sulfamoylphenyl)methyl]-3-[3-(2-methylpyrimidin-5-yl)phenyl]pyrazol-1-yl]-1,3-thiazole-4-carboxylic acid C1(CC1)CC1=C(C(=NN1C=1SC=C(N1)C(=O)O)C1=CC(=CC=C1)C=1C=NC(=NC1)C)CC1=CC(=C(C=C1)S(N)(=O)=O)F